7-(5-amino-4-((1R,4R)-2-oxa-5-azabicyclo[2.2.1]hept-5-yl)-2-methoxyphenyl)-3-(2,6-dichloro-3,5-dimethoxyphenyl)-1-ethyl-1,6-naphthyridin-2(1H)-one NC=1C(=CC(=C(C1)C1=NC=C2C=C(C(N(C2=C1)CC)=O)C1=C(C(=CC(=C1Cl)OC)OC)Cl)OC)N1[C@H]2CO[C@@H](C1)C2